2-benzyl-2-azaspiro[3.3]heptan-6-yl (2R,6S)-4-[3-fluoro-5-(trifluoromethyl)pyridin-2-yl]-2,6-dimethylpiperazine-1-carboxylate FC=1C(=NC=C(C1)C(F)(F)F)N1C[C@H](N([C@H](C1)C)C(=O)OC1CC2(CN(C2)CC2=CC=CC=C2)C1)C